6-cyano-benzoic acid C(#N)C1=CC=CC=C1C(=O)O